The molecule is a tripeptide composed of two L-glutamic acid and one glycine residues joined in sequence. It has a role as a metabolite. It derives from a L-glutamic acid and a glycine. C(CC(=O)O)[C@@H](C(=O)N[C@@H](CCC(=O)O)C(=O)NCC(=O)O)N